methyl 6-(4-tert-butyl-phenyl)-2-methyl-nicotinate C(C)(C)(C)C1=CC=C(C=C1)C1=NC(=C(C(=O)OC)C=C1)C